CN1N=CC(=C1)C=1N=C(C=2N(C1)N=CC2)O[C@H]2C[C@H](COC2)NC(OC(C)(C)C)=O |r| rac-tert-butyl ((3R,5S)-5-((6-(1-methyl-1H-pyrazol-4-yl)pyrazolo[1,5-a]pyrazin-4-yl)oxy)tetrahydro-2H-pyran-3-yl)carbamate